benzo[b]thiophene-5-carboxylic acid methyl ester COC(=O)C1=CC2=C(SC=C2)C=C1